O1C[C@@H](CC1)NC1=CC(=NC=N1)NC1=CC2=C(C=N1)C=NN2C2=CC=C(C=1CCC21)C#N (R)-5-(6-((6-((tetrahydrofuran-3-yl)amino)pyrimidin-4-yl)amino)-1H-pyrazolo[4,3-c]pyridin-1-yl)bicyclo[4.2.0]octa-1(6),2,4-triene-2-carbonitrile